3,6,9,17,20,23-hexaazatricyclo[23.3.1.111,15]-triaconta-1(29),11,13,15(30),25,27-hexaene C1=2CNCCNCCNCC3=CC=CC(CNCCNCCNCC(=CC=C1)C2)=C3